FC(C1=C(C=C(C=C1)C(F)(F)F)NC(=O)[C@@H]1[C@]2(C)[C@@H](CC1)[C@@H]1CC[C@H]3NC(C=C[C@]3(C)[C@H]1CC2)=O)(F)F (5α,17β)-N-{2,5-Bis(trisfluoromethyl)phenyl}-3-oxo-4-azaandrost-1-ene-17-carboxamide